Boc-6-aminohexanoic acid CC(C)(C)OC(=O)NCCCCCC(=O)O